C(C)(C)(C)OC(=O)N1CC=2N(CC1)C=NC2C(N[C@@H](C(F)(F)F)C)=O (R)-1-((1,1,1-trifluoropropan-2-yl)carbamoyl)-5,6-dihydroimidazo[1,5-a]pyrazine-7(8H)-carboxylic acid tert-butyl ester